FC1(CCC(CC1)NC1=C(C=C(C=C1)S(=O)(=O)NC)C=1N=NNN1)F 4-((4,4-difluorocyclohexyl)amino)-N-methyl-3-(2H-tetrazol-5-yl)benzenesulfonamide